methyl 7-chloro-6-hydroxy-10-phenyl-[1,2,4]triazolo[5,1-a]isoquinoline-5-carboxylate ClC1=C2C(=C(N3C(C2=C(C=C1)C1=CC=CC=C1)=NC=N3)C(=O)OC)O